bromo-2-chloro-3-methylisonicotinic acid BrC=1N=C(C(=C(C(=O)O)C1)C)Cl